CC1=C(C=CC(=C1)C)C(C)O 1-(2,4-dimethylphenyl)ethanol